(S)-piperidin-3-ol hydrochloride Cl.N1C[C@H](CCC1)O